C1=CC(=CC=C1/C=C/C(=O)OC(C(C(=O)O)O)C(=O)O)O The molecule is a cinnamate ester obtained by formal condensation of the carboxy group of a 4-coumaric acid with one of the hydroxy groups of tartaric acid. It is a cinnamate ester, a dicarboxylic acid, a member of phenols and a tetraric acid derivative. It derives from a 4-coumaric acid.